N-(2-methoxyethyl)-5,6-dimethyl-6H-pyrido[4,3-b]carbazole-9-carboxamide COCCNC(=O)C1=CC=2C=3C=C4C(=C(C3N(C2C=C1)C)C)C=CN=C4